(2R,4R)-2-Benzyl 1-Tert-Butyl 4-((S)-2-(Tert-Butoxycarbonylamino)-3-Hydroxypropanamido)-2-(4-(4,4,5,5-Tetramethyl-1,3,2-Dioxaborolan-2-yl)Butyl)Pyrrolidine-1,2-Dicarboxylate C(C)(C)(C)OC(=O)N[C@H](C(=O)N[C@@H]1C[C@@](N(C1)C(=O)OC(C)(C)C)(C(=O)OCC1=CC=CC=C1)CCCCB1OC(C(O1)(C)C)(C)C)CO